CC1=CC=CC(=N1)C1=NN2C(C(=N1)NC1=NC(=NC=C1)NC1=CC=C(C(=O)NC3CNCC3)C=C1)=CC=C2 4-[[4-[[2-(6-methyl-2-pyridyl)pyrrolo[2,1-f][1,2,4]triazin-4-yl]amino]pyrimidin-2-yl]amino]-N-pyrrolidin-3-yl-benzamide